N-((1R,3s,5S)-8-(pyridin-3-ylmethyl)-8-azabicyclo[3.2.1]octan-3-yl)-1H-indole-6-carboxamide N1=CC(=CC=C1)CN1[C@H]2CC(C[C@@H]1CC2)NC(=O)C2=CC=C1C=CNC1=C2